3-(2-chloro-6-fluorophenyl)-3-oxopropanenitrile ClC1=C(C(=CC=C1)F)C(CC#N)=O